CN(C1(CCC2(CN(C(N2)=O)C=2C=NC(=NC2)N2CC(NCC2)=O)CC1)C1=CC=CC=C1)C 8-(dimethylamino)-3-(2-(3-oxopiperazin-1-yl)pyrimidin-5-yl)-8-phenyl-1,3-diazaspiro[4.5]decan-2-one